(S)-2-(4-(3-(5-cyanopyridin-3-yl)isoxazolidine-2-carbonyl)piperidin-1-yl)-5-fluoropyrimidin-4-carboxamide C(#N)C=1C=C(C=NC1)[C@H]1N(OCC1)C(=O)C1CCN(CC1)C1=NC=C(C(=N1)C(=O)N)F